(S)-1-(4-(2-(3,5-dichloro-4-((R)-3-chloro-2-hydroxypropoxy)phenyl)propan-2-yl)phenoxy)-3-hydroxypropan-2-yl acetate C(C)(=O)O[C@H](COC1=CC=C(C=C1)C(C)(C)C1=CC(=C(C(=C1)Cl)OC[C@H](CCl)O)Cl)CO